tert-butyl 3-[4-methyl-3-[2-[3-methyl-5-(1-piperidylsulfonyl)indol-1-yl]propanoylamino]anilino]azetidine-1-carboxylate CC1=C(C=C(NC2CN(C2)C(=O)OC(C)(C)C)C=C1)NC(C(C)N1C=C(C2=CC(=CC=C12)S(=O)(=O)N1CCCCC1)C)=O